Fructosyl-curcumin OCC1([C@@H](O)[C@H](O)[C@H](O1)CO)COC1=CC(=CC=C1O)\C=C\C(=O)CC(=O)\C=C\C1=CC=C(O)C(OC)=C1